N-methyl-2-[4-(4-{2-[(2H3)methyloxy]ethoxy}phenyl)piperazin-1-yl]ethanamine CNCCN1CCN(CC1)C1=CC=C(C=C1)OCCOC([2H])([2H])[2H]